C(C)(=O)OC1O[C@@H]([C@@H]([C@H]1OC(C)=O)F)C(CC)OC(C)=O (3S,4S,5R)-5-(1-Acetoxypropyl)-4-fluorotetrahydrofuran-2,3-diyl diacetate